BrC=1C=C(CN2N=NN(C2=O)CC(CNC(OC(C)(C)C)=O)=C(F)F)C=CC1 tert-butyl (2-((4-(3-bromobenzyl)-5-oxo-4,5-dihydro-1H-tetrazol-1-yl)methyl)-3,3-difluoroallyl)carbamate